2-(1H-tetrazol-5-yl)-6-(5-(trifluoromethyl)-2,3-dihydrobenzofuran-2-yl)aniline N1N=NN=C1C1=C(N)C(=CC=C1)C1OC2=C(C1)C=C(C=C2)C(F)(F)F